C(#N)C1=CC2=C(N(C(=N2)C2=CC=C(C(=O)OCCCC)C=C2)C)C=C1 Butyl 4-(5-cyano-1-methyl-1H-1,3-benzodiazol-2-yl)benzoate